sodium 3-amino-2-hydroxypropane-1-sulfonate NCC(CS(=O)(=O)[O-])O.[Na+]